C1N[C@@H](CC2=CC=CC=C12)C(=O)O L-1,2,3,4-tetrahydro-isoquinoline-3-carboxylic acid